BrC=1SC(=C(N1)C1=CC=CC=C1)OC1=NC=NC(=C1)Cl 2-bromo-5-(6-chloropyrimidin-4-yloxy)-4-phenylthiazole